2-Methoxy-6-pentanoyl-benzaldehyde COC1=C(C=O)C(=CC=C1)C(CCCC)=O